C(CCC)N(CCCC)CC(=O)OC1=CC=CC=C1 phenol N,N-dibutylaminoacetate